4,7-dichloro-6-fluoro-1-(2-isopropyl-4-methylpyridin-3-yl)-3-nitro-1,8-naphthyridin-2(1H)-one ClC1=C(C(N(C2=NC(=C(C=C12)F)Cl)C=1C(=NC=CC1C)C(C)C)=O)[N+](=O)[O-]